C1NCC2CCC=3C(=C12)C=CN3 hexahydropyrroloisoindole